COC(C1=C(C(=CC=C1)S(=O)(=O)N1C(CCC2=CC(=CC=C12)CC)CC)C(CC1CCOCC1)=O)=O ((2,6-diethyl-3,4-dihydroquinolin-1(2H)-yl)sulfonyl)-2-(2-(tetrahydro-2H-pyran-4-yl)acetyl)benzoic acid methyl ester